C(C)OC1(CCC(CC1)NC(=O)[C@H]1CCN(C2(CC2)C1)C(=O)C1=NNC(=C1)C1=NC=NC(=C1)C)C(F)(F)F (S)-N-(4-ethoxy-4-(trifluoromethyl)cyclohexyl)-4-(5-(6-methylpyrimidin-4-yl)-1H-pyrazole-3-carbonyl)-4-azaspiro[2.5]octane-7-carboxamide